NC1=C(C(=NC=2N1N=C(C2CC)C)NCCC2=CC=NN2CCCOC)C#N 7-amino-3-ethyl-5-((2-(1-(3-methoxypropyl)-1H-pyrazol-5-yl)ethyl)amino)-2-methylpyrazolo[1,5-a]pyrimidine-6-carbonitrile